OC=1C=C(C2=CC=CC=C2C1)N1CC=2N=C(N=C(C2CC1)N1C[C@@H](N(CC1)C(C=C)=O)CC#N)OC[C@H]1CN(CC1)C 2-[(2S)-4-[7-(3-hydroxy-1-naphthyl)-2-[[(3R)-1-methylpyrrolidin-3-yl]methoxy]-6,8-dihydro-5H-pyrido[3,4-d]pyrimidin-4-yl]-1-prop-2-enoyl-piperazin-2-yl]acetonitrile